4,4'-diisocyanatobibenzyl N(=C=O)C1=CC=C(C=C1)CCC1=CC=C(C=C1)N=C=O